ClC1=CC=C(C=C1)C=1N=C(SC1SC(C)C)N1N=C(C(=C1C(=O)O)C1=CC(=CC=C1)F)C 1-(4-(4-chlorophenyl)-5-(isopropylsulfanyl)thiazol-2-yl)-4-(3-fluorophenyl)-3-methyl-1H-pyrazole-5-carboxylic acid